1-(9Z,12Z,15Z-octadecatrienoyl)-2-(11Z-octadecenoyl)-sn-glycero-3-phosphocholine C(C=CC=CC=CCCCCCCCCCCC)(=O)OC[C@@H](OC(C=CCCCCCCCCCCCCCCC)=O)COP(=O)([O-])OCC[N+](C)(C)C